N1(C=NC=C1)C1=CC(=CC(=N1)C(=O)NC1=CC(=NC=C1)C(=O)OCC)C ethyl 4-[6-(1H-imidazol-1-yl)-4-methylpyridine-2-amido]pyridine-2-carboxylate